1-hydroxy-4-(p-toluylamino)anthraquinone OC1=CC=C(C=2C(C3=CC=CC=C3C(C12)=O)=O)NC1=CC=C(C=C1)C